methyl 1-(4-(benzyloxy) phenyl)-1H-1,2,3-triazole-4-carboxylate C(C1=CC=CC=C1)OC1=CC=C(C=C1)N1N=NC(=C1)C(=O)OC